C(C)N(C(=O)C1=C(C=CC(=C1)F)C=1C=2N(C=C(N1)C1CN(C1)C(=O)OC(C)(C)C)C(=NC2)C)C(C)C tert-Butyl 3-(8-{2-[ethyl(isopropyl)carbamoyl]-4-fluorophenyl}-3-methylimidazo[1,5-a]pyrazin-6-yl)azetidine-1-carboxylate